The molecule is a glucotriose consisting of two beta-D-glucopyranose residues and a D-glucopyranose residue joined in sequence by (1->6) and (1->4) glycosidic bonds. It derives from a cellobiose and a beta-D-Glcp-(1->6)-beta-D-Glcp. C([C@@H]1[C@H]([C@@H]([C@H]([C@@H](O1)OC[C@@H]2[C@H]([C@@H]([C@H]([C@@H](O2)O[C@@H]3[C@H](OC([C@@H]([C@H]3O)O)O)CO)O)O)O)O)O)O)O